ClC=1C(=C(C=C(C1)F)[C@H](C)N1C([C@H](CC1)O)=O)COC1=CC=C(C=C1)OC (s)-1-((s)-1-(3-chloro-5-fluoro-2-((4-methoxyphenoxy)methyl)phenyl)ethyl)-3-hydroxypyrrolidin-2-one